6-(((3-bromo-2-methyl-5-nitropyridin-4-yl)amino)methyl)pyridine-3-sulfonamide BrC=1C(=NC=C(C1NCC1=CC=C(C=N1)S(=O)(=O)N)[N+](=O)[O-])C